trans-4-[(4-{imidazo[1,2-a]pyridin-6-yl}phenyl)sulfanyl]cyclohexan-1-amine hydrochloride Cl.N=1C=CN2C1C=CC(=C2)C2=CC=C(C=C2)S[C@@H]2CC[C@H](CC2)N